(R)-4-(2-chloro-7-((methylsulfonyl)methyl)thieno[3,2-d]pyrimidin-4-yl)-3-Methylmorpholine ClC=1N=C(C2=C(N1)C(=CS2)CS(=O)(=O)C)N2[C@@H](COCC2)C